FC=1C=C(C=C(C1C=1N(C=C(N1)C(F)(F)F)C(C)C)F)CO [3,5-difluoro-4-[1-isopropyl-4-(trifluoromethyl)imidazol-2-yl]phenyl]methanol